(R)-5-amino-8-bromo-7-phenyl-2-((tetrahydrofuran-2-yl)methyl)-[1,2,4]triazolo[4,3-C]pyrimidin-3(2H)-one NC1=NC(=C(C=2N1C(N(N2)C[C@@H]2OCCC2)=O)Br)C2=CC=CC=C2